ClC=1C=C(C=C(C1)Cl)C1=NC(=CC(=C1)CN1CCC(CC1)CC(=O)O)OC=1C=NC(=NC1)N1CCN(CC1)CCF 2-(1-((2-(3,5-dichlorophenyl)-6-((2-(4-(2-fluoroethyl)piperazin-1-yl)pyrimidin-5-yl)oxy)pyridin-4-yl)methyl)piperidin-4-yl)acetic acid